N-(3-Aminopropyl)-N-{(1R)-1-[1-benzyl-4-(2,5-difluorophenyl)-1H-imidazol-2-yl]-2,2-dimethylpropyl}-2-hydroxyacetamide NCCCN(C(CO)=O)[C@H](C(C)(C)C)C=1N(C=C(N1)C1=C(C=CC(=C1)F)F)CC1=CC=CC=C1